FC1=CC=C2C(=CNC(C2=C1F)=O)[C@@H](C)N(C(=O)C=1NC=2CCC(CC2C1)(F)F)C |r| Racemic-N-(1-(7,8-difluoro-1-oxo-1,2-dihydroisoquinolin-4-yl)ethyl)-5,5-difluoro-N-methyl-4,5,6,7-tetrahydro-1H-indole-2-carboxamide